Z-aziridine-2-carboxylate N1C(C1)C(=O)[O-]